COC(=O)C=1C(=NC(=C(C1N)F)Cl)Cl.CC=1C(=C2C=NNC2=CC1)C1=C(C(=NC2=CC=CC=C12)N1CC2(CN(C2)C(C=C)=O)CC1)C=C (P)-1-(6-(4-(5-methyl-1H-indazol-4-yl)-3-vinylquinolin-2-yl)-2,6-diazaspiro[3.4]octan-2-yl)prop-2-en-1-one methyl-4-amino-2,6-dichloro-5-fluoropyridine-3-carboxylate